methyl 6-(azidomethyl)-5-fluoronicotinate N(=[N+]=[N-])CC1=NC=C(C(=O)OC)C=C1F